3-ethoxy-N,N-dipropylpropanamide C(C)OCCC(=O)N(CCC)CCC